N-((3R,4R)-2-(1-(4-fluorophenyl)-1H-indazol-5-yl)-1,1-dioxido-3-phenylisothiazolidin-4-yl)cyclopropanesulfonamide FC1=CC=C(C=C1)N1N=CC2=CC(=CC=C12)N1S(C[C@@H]([C@H]1C1=CC=CC=C1)NS(=O)(=O)C1CC1)(=O)=O